2-[(2,2-dimethylpropyl)({4-[4-(methylsulfonyl)phenyl]phenyl}methyl)amino]pyrimidine-4-carbonitrile CC(CN(C1=NC=CC(=N1)C#N)CC1=CC=C(C=C1)C1=CC=C(C=C1)S(=O)(=O)C)(C)C